O(C1=CC=CC=C1)N(P(=O)(N)N)CCOCC1=C(C=CC=C1C)C phenoxy-N-(2-(2,6-dimethylbenzyloxy)ethyl)-phosphoramide